4-fluoro-2-(phenylamino)benzoic acid FC1=CC(=C(C(=O)O)C=C1)NC1=CC=CC=C1